(R)-tert-butyl 3-(6-chloro-2-(cyclopropylsulfonyl)-1,2,3,4-tetrahydroisoquinolin-8-yl)morpholine-4-carboxylate ClC=1C=C2CCN(CC2=C(C1)[C@H]1N(CCOC1)C(=O)OC(C)(C)C)S(=O)(=O)C1CC1